pyrido[2,3-c]carbazole C1=CC=NC=2C=CC=3NC=4C=CC=CC4C3C21